C1(CC1)N1C(=NC2=NC=C(C=C21)C=2C=CN1N=CN=C(C12)OCC1(COC1)O)C 3-((5-(1-cyclopropyl-2-methyl-1H-imidazo[4,5-b]pyridin-6-yl)pyrrolo[2,1-f][1,2,4]triazin-4-yloxy)methyl)oxetan-3-ol